1-stearoyl-2-oleoyl-SN-glycero-3-phosphate monosodium salt [Na+].C(CCCCCCCCCCCCCCCCC)(=O)OC[C@@H](OC(CCCCCCC\C=C/CCCCCCCC)=O)COP(=O)([O-])O